SC[C@H]1C[C@@H](NC1)COC1(N2C(N(C(CC1)C2)OS(=O)(=O)O)=O)C(=O)N [(2R,4S)-4-Mercaptomethyl-pyrrolidin-2-yl]methyloxy-7-oxo-6-(sulfooxy)-1,6-diazabicyclo[3.2.1]octane-2-carboxamide